2-(benzylthio)-4-bromobenzoic acid C(C1=CC=CC=C1)SC1=C(C(=O)O)C=CC(=C1)Br